1-(3-(2,6-dioxopiperidin-3-yl)-1-methyl-1H-indazol-6-yl)piperidine-4-carbaldehyde O=C1NC(CCC1C1=NN(C2=CC(=CC=C12)N1CCC(CC1)C=O)C)=O